3-bromo-5-(methylsulfonylmethyl)pyridine BrC=1C=NC=C(C1)CS(=O)(=O)C